1-(6-(1-fluoro-7-(2,2,2-trifluoroethyl)-3,8,9,10-tetrahydrocyclohepta[e]indazol-6-yl)pyridazin-3-yl)piperidine-4-carbaldehyde FC1=NNC=2C=CC3=C(C12)CCCC(=C3C3=CC=C(N=N3)N3CCC(CC3)C=O)CC(F)(F)F